tert-butyl N-(3-chloro-5-iodophenyl)carbamate ClC=1C=C(C=C(C1)I)NC(OC(C)(C)C)=O